C1(CC1)N1N=C(C=C1C1CCC(CC1)N1C[C@@]2(CCS(C2)(=O)=O)CCC1)C(F)(F)F (S)-7-((1s,4R)-4-(1-cyclopropyl-3-(trifluoromethyl)-1H-pyrazol-5-yl)cyclohexyl)-2-thia-7-azaspiro[4.5]decane 2,2-dioxide